Cl.N[C@H]1[C@H](CCC1)OC=1C=C2CN(C(C2=CC1)=O)N1C(CCCC1=O)=O (5-(((1S,2R)-2-aminocyclopentyl)oxy)-1-oxoisoindolin-2-yl)piperidine-2,6-dione hydrochloride